2-(naphthalen-2-yl)-9-(3-(9-phenyl-9-(pyridin-3-yl)-9H-fluoren-2-yl)phenyl)-1,10-phenanthroline C1=C(C=CC2=CC=CC=C12)C1=NC2=C3N=C(C=CC3=CC=C2C=C1)C1=CC(=CC=C1)C1=CC=2C(C3=CC=CC=C3C2C=C1)(C=1C=NC=CC1)C1=CC=CC=C1